C(CC)(=O)OC1C(OC(C1(F)F)N1C(N=C(C=C1)NP1(OCCC(O1)C1=CC(=CC=C1)Cl)=O)=O)COC(CC)=O 5-(4-((4-(3-chlorophenyl)-2-oxido-1,3,2-dioxaphosphinan-2-yl)amino)-2-oxopyrimidin-1(2H)-yl)-4,4-difluoro-2-((propionyloxy)methyl)tetrahydrofuran-3-yl propionate